NC1CC(N(CC1)C(=O)OC(C)(C)C)C tert-butyl 4-amino-2-methyl-piperidine-1-carboxylate